ClC=1C(=NC(=NC1)NC=1C=C(CN2C[C@H](N([C@H](C2)C)CCO)C)C=C(C1)C1CC1)C1=CNC2=CC=CC=C12 2-((2R,6S)-4-(3-((5-chloro-4-(1H-indol-3-yl)pyrimidine-2-yl)amino)-5-cyclopropylbenzyl)-2,6-dimethylpiperazine-1-yl)ethan-1-ol